BrC1=C(C=C(C=C1)OC)N1CC2=C(C3=C(C1)C=CC1=CC=CC=C13)C=1C=CC=CC1C=C2 4-(2-bromo-5-methoxyphenyl)-4,5-dihydro-3H-dinaphtho[2,1-c:1',2'-e]azepine